ClC=1C=C(C(=O)NCC2=NC=C3C=CC(=NC3=C2)C2=NC(=CC=C2)F)C=C(C1)C(C)(C)O 3-chloro-N-((2-(6-fluoropyridin-2-yl)-1,6-naphthyridin-7-yl)methyl)-5-(2-hydroxypropan-2-yl)benzamide